ClC=1C=C(C(=O)N=CN(C)C)C(=CN1)C(F)(F)F 2-chloro-N-((dimethylamino)methylene)-5-(trifluoromethyl)isonicotinamide